ClC1=C(C=CC(=C1)F)[C@@H](C1CC1)C1N(C(C2=CC=C(C=C12)C(=O)N)=O)C1C(NC(CC1)=O)=O ((R)-(2-chloro-4-fluorophenyl)(cyclopropyl)methyl)-2-(2,6-dioxopiperidin-3-yl)-1-oxoisoindoline-5-carboxamide